N[C@@H]1CN(CC1)C1=C(C=NC=C1C1=CC(=CC(=C1)F)Cl)C(=O)NC(C1CC1)C1CC1 4-[(3S)-3-aminopyrrolidin-1-yl]-5-(3-chloro-5-fluorophenyl)-N-(dicyclopropylmethyl)pyridine-3-carboxamide